N1=C(C(=CC2=CC=CC=C12)C(=O)O)C(=O)O quinolinedioic acid